5-methoxybenzofuran-2-carboxylic acid COC=1C=CC2=C(C=C(O2)C(=O)O)C1